OCC1N(CCOC1)C(=O)OC(C)(C)C tert-butyl 3-(hydroxymethyl)morpholine-4-carboxylate